S(=O)(OCC1OCCC1)OCC1OCCC1 bis((tetrahydrofuran-2-yl)methyl) sulfite